C(C=C)C1=CC=C(C(=O)O)C=C1 4-Allyl-benzoic acid